OC1(C=C(C(C(=C1)C)=O)C)C 4-hydroxy-2,4,6-trimethyl-2,5-cyclohexadien-1-one